The molecule is an anionic ganglioside obtained by deprotonation of the neuraminosyl carboxy group of ganglioside GM3 (d18:1/C18:0); major species at pH 7.3. It is an anionic ganglioside and an alpha-N-acetylneuraminosyl-(2->3)-beta-D-galactosyl-(1->4)-beta-D-glucosyl-(1<->1')-N-acylsphingosine(1-). It is a conjugate base of an alpha-Neu5Ac-(2->3)-beta-D-Gal-(1->4)-beta-D-Glc-(1<->1')-Cer(d18:1/18:0). CCCCCCCCCCCCCCCCCC(=O)N[C@@H](CO[C@H]1[C@@H]([C@H]([C@@H]([C@H](O1)CO)O[C@H]2[C@@H]([C@H]([C@H]([C@H](O2)CO)O)O[C@@]3(C[C@@H]([C@H]([C@@H](O3)[C@@H]([C@@H](CO)O)O)NC(=O)C)O)C(=O)[O-])O)O)O)[C@@H](/C=C/CCCCCCCCCCCCC)O